(+/-)-2-((8-amino-7-fluoro-6-(3-hydroxy-2,2,7-trimethyl-2,3-dihydro-1H-pyrrolo[3,2-b]pyridin-6-yl)isoquinolin-3-yl)amino)-6-methyl-5,6-dihydro-4H-pyrazolo[1,5-d][1,4]diazepin-7(8H)-one NC=1C(=C(C=C2C=C(N=CC12)NC1=NN2CC(N(CCC2=C1)C)=O)C=1C(=C2C(=NC1)[C@@H](C(N2)(C)C)O)C)F |r|